FC1=C(C=C(C#N)C=C1)C1=NC=2C=CNC(C2C(=C1)NC1=NC=C(C=C1)N1CCC(CC1)O)=O 4-fluoro-3-[4-[[5-(4-hydroxy-1-piperidyl)-2-pyridyl]amino]-5-oxo-6H-1,6-naphthyridin-2-yl]benzonitrile